C(C)(C)(C)OC(=O)N1CC2=CC(=C(C=C2C1)C(=O)O)C(=O)O 2-(tert-butyloxycarbonyl)isoindoline-5,6-dicarboxylic acid